FC=1C=CC(=C2C=C(N(C12)CCNC1=NC=NC(=C1)C1=CC=C(C=C1)C1=NC(NO1)=O)C#N)OC 7-Fluoro-1-(2-{6-[4-(3-oxo-2,3-dihydro-1,2,4-oxadiazol-5-yl)-phenyl]-pyrimidin-4-ylamino}-ethyl)-4-methoxy-1H-indole-2-carbonitrile